O([Si](C)(C)C(C)(C)C)CCC[Li] (3-(t-butyldimethylsiloxy)propyl)lithium